NC=1SC(=C(N1)C1=CC(=CC=C1)C#N)C1=C2C(=NC(=C1)C)N(C=C2)C(=O)OC(C)(C)C tert-butyl 4-[2-amino-4-(3-cyanophenyl)thiazol-5-yl]-6-methyl-pyrrolo[2,3-b]pyridine-1-carboxylate